3-chloro-2-hydroxy-5-[3-(trifluoromethyl)phenyl]benzene-1-carbaldehyde ClC=1C(=C(C=C(C1)C1=CC(=CC=C1)C(F)(F)F)C=O)O